(S)-N-(4-(3-((2-(difluoromethoxy)phenethyl)amino)-2-hydroxypropoxy)phenyl)-N-methylmethanesulfonamide FC(OC1=C(CCNC[C@@H](COC2=CC=C(C=C2)N(S(=O)(=O)C)C)O)C=CC=C1)F